O=C1CN(CCN1C1=NN=C2N1C=CC=C2)C(=O)OC(C)(C)C tert-butyl 3-oxo-4-([1,2,4]triazolo[4,3-a]pyridin-3-yl)piperazine-1-carboxylate